(S)-N-(4-(4-methylpiperazin-1-yl)phenyl)-4-(3-(thiophen-2-yl)isoxazolidin-2-yl)-7H-pyrrolo[2,3-d]pyrimidin-2-amine CN1CCN(CC1)C1=CC=C(C=C1)NC=1N=C(C2=C(N1)NC=C2)N2OCC[C@H]2C=2SC=CC2